C1(CCCC1)NC1=NC=C2N=C(N(C2=N1)C1CCC(CC1)C(=O)N)NC1=C(C=C(C=C1Cl)OC(F)(F)F)Cl (1s,4s)-4-(2-(cyclopentylamino)-8-(2,6-dichloro-4-(trifluoromethoxy)phenylamino)-9H-purin-9-yl)cyclohexanecarboxamide